[N+](=O)([O-])C=1C=C2C=CN(C2=CC1)CC1=NC=CC=C1 5-Nitro-1-(pyridin-2-ylmethyl)-1H-indole